2-(2-cyanopropan-2-yl)-N-(4-methyl-3-nitrophenyl)isonicotinamide C(#N)C(C)(C)C=1C=C(C(=O)NC2=CC(=C(C=C2)C)[N+](=O)[O-])C=CN1